2-hexyloctyl ((S)-(perfluorophenoxy)(phenoxy)phosphoryl)-L-phenylalaninate FC1=C(O[P@@](=O)(OC2=CC=CC=C2)N[C@@H](CC2=CC=CC=C2)C(=O)OCC(CCCCCC)CCCCCC)C(=C(C(=C1F)F)F)F